N1=C(C=CC=C1)CCC=1C(=NC2=C3N=CC=CC3=CC=C2C1)N (2-(pyridin-2-yl)ethyl)-1,10-phenanthroline-2-amine